FC=1C=CC2=C(C3C(O2)C3C(=O)NCC3=CC(=CC=C3)C=3OC=CN3)C1 exo-5-fluoro-N-{[3-(1,3-oxazol-2-yl)phenyl]methyl}-1a,6b-dihydro-1H-cyclopropa[b][1]benzofuran-1-carboxamide